ClC=1C(=NC(=NC1)NC1=NC=C(C=C1)N1CCN(CC1)C)NC1=CC=CC=C1 5-chloro-N2-(5-(4-methylpiperazin-1-yl)pyridin-2-yl)-N4-phenylpyrimidine-2,4-diamine